COC=1C(=C2C=CNC2=C(C1)C)CN1[C@@H](C[C@@]2(CCOC2)CC1)C1=CC=C(C(=O)O)C=C1 4-((5r,7s)-8-((5-methoxy-7-methyl-1H-indol-4-yl)methyl)-2-oxa-8-azaspiro[4.5]decan-7-yl)benzoic acid